FC=1C=C(C#N)C=CC1 3-fluoro-benzonitrile